FC(C1(C(=CC=C(C1N)N)C1=CC=CC=C1)C(F)(F)F)(F)F 2,2-di(trifluoromethyl)diaminobiphenyl